2-((4-((R)-2-(4,5-dichloropyridin-2-yl)-2H-chromen-8-yl)piperidin-1-yl)methyl)-3-(((S)-oxetan-2-yl)methyl)-3H-imidazo[4,5-b]pyridine-5-carboxylic acid ClC1=CC(=NC=C1Cl)[C@@H]1OC2=C(C=CC=C2C=C1)C1CCN(CC1)CC1=NC=2C(=NC(=CC2)C(=O)O)N1C[C@H]1OCC1